O[C@H]1[C@H](OC[C@@H]([C@H]1O)NC1=NC(=CN=C1)C(F)(F)F)COC=1N=CC(=NC1)C(=O)N 5-(((2R,3R,4R,5S)-3,4-dihydroxy-5-((6-(trifluoromethyl)pyrazin-2-yl)amino)tetrahydro-2H-pyran-2-yl)methoxy)pyrazine-2-carboxamide